C(C1=CC=CC=C1)OC(=O)N1C[C@H](NC(C1)=O)CNS(=O)(=O)C (3S)-3-(methanesulfonylaminomethyl)-5-oxo-piperazine-1-carboxylic acid benzyl ester